2-((4-(3-((3-ethoxypyridin-2-yl)oxy)piperidin-1-yl)pyrimidin-2-yl)pyrimidin-4-yl)-2-methylpropanoic acid C(C)OC=1C(=NC=CC1)OC1CN(CCC1)C1=NC(=NC=C1)C1=NC=CC(=N1)C(C(=O)O)(C)C